2-fluoro-N-((2R)-3-methyl-1-(2-methyl-4-(1-methyl-1H-indazol-5-yl)-1,3-dioxo-2,8-diazaspiro[4.5]decan-8-yl)-1-oxobutan-2-yl)-5-(trifluoromethyl)benzamide FC1=C(C(=O)N[C@@H](C(=O)N2CCC3(C(C(N(C3=O)C)=O)C=3C=C4C=NN(C4=CC3)C)CC2)C(C)C)C=C(C=C1)C(F)(F)F